NC1=C(C=C(C=C1)C1=CC=C(C=C1)F)NC(C1=CC=C(C=C1)S(=O)(=O)C1CC1)=O rel-(S)-N-[2-amino-5-(4-fluorophenyl)phenyl]-4-(cyclopropylsulfonyl)benzamide